FCCCN1CC(C1)NC=1C=NC=CC1 N-(1-(3-fluoropropyl)azetidin-3-yl)pyridin-3-amine